FC(S(=O)(=N)C1=CC=C(CC2CC3(CN(C3)C(=O)N3CC4(C3)NC(OC4)=O)C2)C=C1)(F)F 2-[6-[4-(trifluoromethylsulfonimidoyl)benzyl]-2-azaspiro[3.3]heptane-2-carbonyl]-7-oxa-2,5-diazaspiro[3.4]octan-6-one